ClC=1C=C(C=CC1F)NC1=NC=NC2=CC(=C(C=C12)NC(\C=C\CN1CCC(CC1)NC(CCSC1=C2C(N(C(C2=CC=C1)=O)C1C(NC(CC1)=O)=O)=O)=O)=O)OC (E)-N-(4-((3-chloro-4-fluorophenyl)amino)-7-methoxyquinazolin-6-yl)-4-(4-(3-((2-(2,6-dioxopiperidin-3-yl)-1,3-dioxoisoindolin-4-yl)thio)propanamido)piperidin-1-yl)but-2-enamide